BrC1=C(C(=C(C(=C1)F)F)OC)Cl 1-bromo-2-chloro-4,5-difluoro-3-methoxybenzene